CC(CN1N=CC(=C1)C=1C(=NC(=CC1)C)C1=CC=2N(C=C1)C=NN2)(C)C 7-{3-[1-(2,2-dimethylpropyl)-1H-pyrazol-4-yl]-6-methylpyridin-2-yl}[1,2,4]triazolo[4,3-a]pyridine